P(=O)(O)(O)OCC(O)CO glycerol ortho-phosphate